COC(=O)C1=CC(=NC=C1CNC1=NC(=CC=C1S(=O)(=O)CC)Cl)C(F)(F)F 5-[[(6-chloro-3-ethylsulfonyl-2-pyridinyl)amino]methyl]-2-(trifluoromethyl)pyridine-4-carboxylic acid methyl ester